ClC1=CC=C2C=C(NC2=C1)C(=O)N[C@H](C(=O)N[C@@H](C[C@H]1C(NCC1)=O)C#N)CC(C)C 6-chloro-N-[(2S)-1-({(1S)-1-cyano-2-[(3S)-2-oxopyrrolidin-3-yl]ethyl}amino)-4-methyl-1-oxopentan-2-yl]-1H-indole-2-carboxamide